2,5-di(4-aminophenyl)oxadiazole NC1=CC=C(C=C1)N1OC(=CN1)C1=CC=C(C=C1)N